ClC1=C(C=CC=C1)C1COCCCN1C1=CC(=C(C(=O)N[C@H](C)\C=C\S(=O)(=O)C)C=C1)F 4-(3-(2-Chlorophenyl)-1,4-oxazepan-4-yl)-2-fluoro-N-((R,E)-4-(methylsulfonyl)but-3-en-2-yl)benzamide